(R)-1-(4-(ethylsulphonyl)phenyl)-N2,N2-Dimethylethane-1,2-diamine dihydrochloride Cl.Cl.C(C)S(=O)(=O)C1=CC=C(C=C1)[C@H](CN(C)C)N